sodium (S)-3-(3-(1,5-dimethyl-4-oxido-2-oxo-1,2-dihydropyridin-3-yl)ureido)-3-(3-(pyridin-3-yl) phenyl)propanoate CN1C(C(=C(C(=C1)C)[O-])NC(N[C@@H](CC(=O)[O-])C1=CC(=CC=C1)C=1C=NC=CC1)=O)=O.[Na+].[Na+]